cis-5-(2-(3,4-difluoro-5-(3-(4-fluoro-3-methoxyphenyl)azetidin-1-yl)phenyl)cyclopropyl)-2,2'-bipyrimidine FC=1C=C(C=C(C1F)N1CC(C1)C1=CC(=C(C=C1)F)OC)[C@@H]1[C@@H](C1)C=1C=NC(=NC1)C1=NC=CC=N1